7-bromo-1,2-dimethyl-imidazo[4,5-c]pyridine BrC=1C2=C(C=NC1)N=C(N2C)C